C(=C)C1=C(C=CC=C1)S(=O)(=O)O.C(=CC1=CC=CC=C1)S(=O)(=O)O styrenesulfonate (vinyl benzenesulfonate)